ClC=1SC=C(N1)C(C(=O)OCC(=O)C1=CC=C(C=C1)C)(F)F 2-(4-methylphenyl)-2-oxoethyl (2-chloro-1,3-thiazol-4-yl)(difluoro)acetate